5,5'-(1,3-phenylene)bis[1-(4-vinylbenzyl)-1H-tetrazole] C1(=CC(=CC=C1)C1=NN=NN1CC1=CC=C(C=C1)C=C)C1=NN=NN1CC1=CC=C(C=C1)C=C